C(C)OC1=NC=CC=C1C1=CC(=C2C(=N1)C(=NN2)C)N 5-(2-ethoxypyridin-3-yl)-3-methyl-1H-pyrazolo[4,3-b]pyridin-7-amine